CC(C=O)SC METHYLTHIOPROPANAL